C1(CC1)[C@@H](C(F)(F)F)NC(=O)C1=CN(C2=NC(=C(C=C2C1=O)F)N(C)CCO)C1=C(C=C(C=C1F)F)F N-[(1S)-1-cyclopropyl-2,2,2-trifluoroethyl]-6-fluoro-7-[(2-hydroxyethyl)(methyl)amino]-4-oxo-1-(2,4,6-trifluorophenyl)-1,4-dihydro-1,8-naphthyridine-3-carboxamide